4-(4-Benzoylbenzamido)picolinic acid C(C1=CC=CC=C1)(=O)C1=CC=C(C(=O)NC2=CC(=NC=C2)C(=O)O)C=C1